C1(=CC=CC=C1)COC(=O)C1NC(OC1)=O 2-oxooxazolidine-4-carboxylic acid phenylmethyl ester